ClC=1C=CC=C2C=CC(=NC12)C1=CC(=C(C=C1)O)C(F)(F)F 4-(8-chloro-2-quinolinyl)-2-(trifluoromethyl)phenol